4-(4,4-dimethyl-5-oxo-2-thioxo-3-(4-trifluoromethylphenyl)imidazolidin-1-yl)-2-trifluoromethylbenzonitrile CC1(N(C(N(C1=O)C1=CC(=C(C#N)C=C1)C(F)(F)F)=S)C1=CC=C(C=C1)C(F)(F)F)C